N[C@@H](C(C)C)CO |r| DL-valinol